NC=1C2=C(N=CN1)N(C(=C2C2=CC=C(C=C2)C(=O)N2CCCC2)C2=C(C=C(C=C2)NC(C(=C)C)=O)CN2CCOCC2)C N-(4-(4-amino-7-methyl-5-(4-(pyrrolidine-1-carbonyl)phenyl)-7H-pyrrolo[2,3-d]pyrimidin-6-yl)-3-(morpholinomethyl)phenyl)methacrylamide